(6-((5-Chloro-2-((4-(7-(dimethylamino)-2-azaspiro[3.5]non-2-yl)-2-methoxy-5-methylphenyl)amino)pyrimidin-4-yl)amino)-2,3-dimethylphenyl)dimethylphosphine oxide ClC=1C(=NC(=NC1)NC1=C(C=C(C(=C1)C)N1CC2(C1)CCC(CC2)N(C)C)OC)NC2=CC=C(C(=C2P(C)(C)=O)C)C